[(2S,3S,4E,6R,7R,10R)-2-[(E)-1-(3-fluoro-5-morpholin-4-ylphenyl)prop-1-en-2-yl]-7,10-dihydroxy-3,7-dimethyl-12-oxo-1-oxacyclododec-4-en-6-yl] 4-methylpiperazine-1-carboxylate CN1CCN(CC1)C(=O)O[C@@H]1/C=C/[C@@H]([C@H](OC(C[C@@H](CC[C@@]1(C)O)O)=O)/C(=C/C1=CC(=CC(=C1)N1CCOCC1)F)/C)C